dihexyldibutylammonium C(CCCCC)[N+](CCCC)(CCCC)CCCCCC